C(CCCCCCC)OC(CCC(=O)OCCC(CCOC(CCC(OCCCCCCCC)OCCCCCCCC)=O)OC(=O)OCCCN(CC)CC)OCCCCCCCC 3-(((3-(diethylamino)propoxy)carbonyl)oxy)pentane-1,5-diyl bis(4,4-bis(octyloxy)butanoate)